allyl-pyridinium-4-yl bromide C(C=C)[N+]1=CC=C(C=C1)Br